benzyl 2-(benzyloxy)-4-(N-((6-bromopyridin-3-yl)methyl)-2,2,2-trifluoroacetamido)benzoate C(C1=CC=CC=C1)OC1=C(C(=O)OCC2=CC=CC=C2)C=CC(=C1)N(C(C(F)(F)F)=O)CC=1C=NC(=CC1)Br